methyl 2-(2-(2-aminoethoxy)ethoxy)acetate hydrochloride Cl.NCCOCCOCC(=O)OC